N1(C=NC2=C1C=CC=C2)CC(=O)N2C(CC(C2)F)C(=O)NC(C2=CC=CC=C2)C2=NC(=C(C=C2)C(C)C)F 1-[2-(1H-1,3-benzodiazol-1-yl)acetyl]-4-fluoro-N-{[6-fluoro-5-(propan-2-yl)pyridin-2-yl](phenyl)methyl}pyrrolidine-2-carboxamide